3-(5-Acetyl-4-methoxythiophen-2-yl)-3-(3-{[(4-Methylbenzyl)oxy]methyl}-4-methylphenyl)-2-methylpropanoic acid C(C)(=O)C1=C(C=C(S1)C(C(C(=O)O)C)C1=CC(=C(C=C1)C)COCC1=CC=C(C=C1)C)OC